COP(OC)(=O)C(C)S(=O)(=O)C1=CC=C(C=C1)NC(=O)C1=NC(=CN=C1N)C1=CC=C(C=C1)C.N1(C=NC=C1)C1=NC(=CC(=N1)C(=O)NC1=CC(=NC=C1)C(F)(F)F)OC 2-(1H-imidazol-1-yl)-6-methoxy-N-(2-(trifluoromethyl)pyridin-4-yl)pyrimidine-4-carboxamide dimethyl-1-(4-(3-amino-6-p-tolylpyrazine-2-carboxamido)phenylsulfonyl)ethylphosphonate